OC1C(OCCC1)=O 3-hydroxytetrahydropyran-2-one